2-Thiazolylzinc bromide [Br-].S1C(=NC=C1)[Zn+]